NCC(=O)NCCCC1=C2C(=NC=3C=C4C(=CC13)OCO4)C4=CC1=C(C(N4C2)=O)COC([C@]1(O)CC)=O (S)-2-amino-N-(3-(7-ethyl-7-hydroxy-8,11-dioxo-7,8,11,13-tetrahydro-10H-[1,3]dioxolo[4,5-g]pyrano[3',4':6,7]indolizino[1,2-b]quinolin-14-yl)propyl)acetamide